1,1,3,5,5-pentamethyl-3,5-bis(2-(trimethoxysilyl)ethyl)trisiloxan-1-ol C[Si](O[Si](O[Si](CC[Si](OC)(OC)OC)(C)C)(CC[Si](OC)(OC)OC)C)(O)C